3-FORMYL-5-HYDROXYBENZAMIDE C(=O)C=1C=C(C(=O)N)C=C(C1)O